C(C1=CC=CC=C1)N1C(=NC2=C1C=CC=C2OC2(CCC2)C)C2=C(C=C(C=C2)OCCN2CCNCC2)Cl 1-benzyl-2-(2-chloro-4-(2-(piperazin-1-yl)ethoxy)phenyl)-4-(1-methylcyclobutoxy)-1H-benzo[d]imidazole